N[C@H](CC1=C(C2=NC(=CC(=C2S1)NCC=1OC=CC1)Cl)Br)C 2-[(2S)-2-aminopropyl]-3-bromo-5-chloro-N-[(furan-2-yl)methyl]thieno[3,2-b]pyridin-7-amine